C(C)(C)(C)C1N(CC[C@@H]1\C=C\C(=O)OCC)C(=O)OCC1CC(C1)NC(=O)OC(C)(C)C 3-(Boc-amino)cyclobutylmethanol tert-Butyl-(3R)-3-[(E)-3-ethoxy-3-oxo-prop-1-enyl]pyrrolidine-1-carboxylate